CC1CC(CCC1)C meta-dimethylcyclohexane